2,6-bis(benzyloxy)-3-(4-nitrophenyl)pyridine C(C1=CC=CC=C1)OC1=NC(=CC=C1C1=CC=C(C=C1)[N+](=O)[O-])OCC1=CC=CC=C1